C(C1=CC=CC=C1)OC1=NC(=C(C(=N1)OCC1=CC=CC=C1)[N+](=O)[O-])C 2,4-bis(benzyloxy)-6-methyl-5-nitropyrimidine